3-(1-((endo)-2-Azabicyclo[2.1.1]hexan-5-yl)-2-ethyl-6-fluoro-7-(3-hydroxynaphthalen-1-yl)-4-phenoxy-1H-imidazo[4,5-c]quinolin-8-yl)propanenitrile C12NCC(C1N1C(=NC=3C(=NC=4C(=C(C(=CC4C31)CCC#N)C3=CC(=CC1=CC=CC=C31)O)F)OC3=CC=CC=C3)CC)C2